ClC1=C(C=CC=C1C1C(NC(CC1)=O)=O)C=1C=C2CC(N(C2=CC1)CC1(CC1)C#N)=O 1-((5-(2-chloro-3-(2,6-dioxopiperidin-3-yl)phenyl)-2-oxoindolin-1-yl)methyl)cyclopropane-1-carbonitrile